1-(8-Cyano-quinolin-5-yl)-5,5-difluoro-piperidine-3-carboxylic acid (1-methyl-piperidin-4-yl)-amide CN1CCC(CC1)NC(=O)C1CN(CC(C1)(F)F)C1=C2C=CC=NC2=C(C=C1)C#N